C(N)(=O)C1=CN(C2=CC=C(C=C12)C=1C=C2C(=NC1)CCC2)CC(=O)OC(C)(C)C tert-Butyl 2-(3-carbamoyl-5-(6,7-dihydro-5H-cyclopenta[b]pyridin-3-yl)-1H-indol-1-yl)acetate